3,4-dimethoxy-cinnamic acid COC=1C=C(C=CC(=O)O)C=CC1OC